tert-butyl (3-((5-formyl-2-(methylthio)pyrimidin-4-yl)amino)phenyl)carbamate C(=O)C=1C(=NC(=NC1)SC)NC=1C=C(C=CC1)NC(OC(C)(C)C)=O